cyclopropanebenzoate C1(CC1)C1=CC=CC=C1C(=O)[O-]